Cl.CC=1N=CSC1C1=CC=C(C=C1)CN (4-(4-methylthiazol-5-yl)phenyl)methanamine hydrogen chloride